C(=CCCCCCCCC=C)OC=CCCCCCCCC=C 1-(undeca-1,10-dien-1-yloxy)undeca-1,10-diene